OC1CCC2(CC(N(C2)C(=O)[O-])C(=O)OCC)CC1 3-ethyl 8-hydroxy-2-azaspiro[4.5]Decane-2,3-dicarboxylate